(Z)-(4-(3-chloropyridin-2-yl)piperazin-1-yl)(2,6-dichlorophenyl)methanone oxime ClC=1C(=NC=CC1)N1CCN(CC1)\C(=N/O)\C1=C(C=CC=C1Cl)Cl